2-methylbut-2-endioate CC(C(=O)[O-])=CC(=O)[O-]